3'-[(3-chloro-2-methoxyphenyl)amino]-1-(prop-2-enoyl)-2'-(pyrimidin-4-yl)-5',6'-dihydro-1'H-spiro[piperidine-4,7'-pyrrolo[3,2-c]pyridin]-4'-one ClC=1C(=C(C=CC1)NC1=C(NC2=C1C(NCC21CCN(CC1)C(C=C)=O)=O)C1=NC=NC=C1)OC